(((2S,4S)-4-phenyl-2-(3-(3-phenylpropyl)-1,2,4-oxadiazole-5-yl)pyrrolidin-1-yl)sulfonyl)piperidin-1-carboxylate C1(=CC=CC=C1)[C@@H]1C[C@H](N(C1)S(=O)(=O)C1N(CCCC1)C(=O)[O-])C1=NC(=NO1)CCCC1=CC=CC=C1